3-nitroaminofurazan hydroxylamine salt NO.[N+](=O)([O-])NC1=NON=C1